4-(9-ethyl-2-((2-methyl-2-(m-tolyl)hydrazono)methyl)-8-(pyridin-4-yl)-9H-purin-6-yl)morpholine C(C)N1C2=NC(=NC(=C2N=C1C1=CC=NC=C1)N1CCOCC1)C=NN(C=1C=C(C=CC1)C)C